1-butylpyridinium bis(trifluoromethanesulfonyl)imide [N-](S(=O)(=O)C(F)(F)F)S(=O)(=O)C(F)(F)F.C(CCC)[N+]1=CC=CC=C1